2,6-dimethyl-2',6'-diisopropyl-4,4'-bipyridine CC1=NC(=CC(=C1)C1=CC(=NC(=C1)C(C)C)C(C)C)C